6-[2,5-Bis(trifluoromethyl)imidazo[4,5-b]pyridin-3-yl]-4-methyl-3H-1,3-benzothiazol-2-one FC(C1=NC=2C(=NC(=CC2)C(F)(F)F)N1C1=CC2=C(NC(S2)=O)C(=C1)C)(F)F